6-(2,6-dichlorophenyl)-2-[(4-{[1-(methylsulfonyl)piperidin-4-yl]amino}phenyl)amino]imidazo[1,2-a]pyrimido[5,4-e]pyrimidin-5(6H)-one ClC1=C(C(=CC=C1)Cl)N1C=2N(C3=C(C1=O)C=NC(=N3)NC3=CC=C(C=C3)NC3CCN(CC3)S(=O)(=O)C)C=CN2